ClC1=CC(=C(C=N1)C=1C=NC=CC1)N1C[C@H](CCC1)O (S)-1-(6-chloro-[3,3'-bipyridin]-4-yl)piperidin-3-ol